chloro-2-(chloromethyl)-5,5-dimethyl-5,6-dihydro-[1,1'-biphenyl]-3(4H)-one ClC1C(C(=C(CC1(C)C)C1=CC=CC=C1)CCl)=O